propyleneoxide C1C(C)O1